O=C1NN=C(O1)C1CCN(CC1)CC1CCN(CC1)C(=O)OCC1=CC(=CC(=C1)Cl)Cl 3,5-dichlorobenzyl 4-((4-(5-oxo-4,5-dihydro-1,3,4-oxadiazol-2-yl)piperidin-1-yl)methyl)piperidine-1-carboxylate